(1r,4r)-4-(3-bromo-2-methylphenoxy)cyclohexan-1-ol BrC=1C(=C(OC2CCC(CC2)O)C=CC1)C